CC(C)C([SiH2]C#CC12CC(C1)(C2)CO)(C(C)C)C(C)C (3-{[tri(propan-2-yl)methylsilyl]ethynyl}bicyclo[1.1.1]pentan-1-yl)methanol